ClC=1C(=C(N)C=CC1OCC#N)F 3-chloro-4-(cyanomethoxy)-2-fluoro-aniline